The molecule is a peptide zwitterion obtained by transfer of a proton from the carboxy to the amino terminus of Ala-Thr. It is a tautomer of an Ala-Thr. C[C@H]([C@@H](C(=O)[O-])NC(=O)[C@H](C)[NH3+])O